1-cyclopropyl-3-(4-fluorophenyl)-N2-methyl-d3-4-oxo-1,4-dihydropyridine-2,5-dicarboxamide C1(CC1)N1C(=C(C(C(=C1)C(=O)N)=O)C1=CC=C(C=C1)F)C(=O)NC([2H])([2H])[2H]